chlorothiazolo[4,5-c]pyridin-2-amine ClC1=NC=CC2=C1N=C(S2)N